(ADAMANTAN-1-YL)-2-((6-ETHOXY-2-OXO-1,2-DIHYDROPYRIMIDIN-4-YL)OXY)ACETAMIDE C12(CC3CC(CC(C1)C3)C2)C(C(=O)N)OC2=NC(NC(=C2)OCC)=O